8,8'-(((1R,2R)-2-hydroxycyclobut-yl)azanediyl)bis-(N,N-didecyloctan-amide) O[C@H]1[C@@H](CC1)N(CCCCCCCC(=O)N(CCCCCCCCCC)CCCCCCCCCC)CCCCCCCC(=O)N(CCCCCCCCCC)CCCCCCCCCC